2-(5-chloro-2-ethoxy-3-iodo-4-methylphenyl)-2-methyl-1,3-dioxolane ClC=1C(=C(C(=C(C1)C1(OCCO1)C)OCC)I)C